C[C@@H](CC)NC1=C2C(=NC(=C1)NC1=C(C=C(C=C1)C(=O)N1CCC(CC1)N1CCOCC1)OC)NC=C2C(F)(F)F (S)-(4-((4-(2-butylamino)-3-(trifluoromethyl)-1H-pyrrolo[2,3-b]pyridin-6-yl)amino)-3-methoxyphenyl)(4-morpholinopiperidin-1-yl)-methanone